C(C)C1N(C2=C(NC1)N(C(C(=C2)C(=O)OC(CN(CCO)CCO)COC2=CC=C(C=C2)CCCCCCCCC)=O)CCN2CCOCC2)O 1-[N,N-bis(2-hydroxyethyl)amino]-3-(4-nonylphenoxy)propan-2-ol Ethyl-hydroxy-5-(2-morpholinylethyl)-6-oxo-pyrido[2,3-b]piperazine-7-carboxylate